S1SC(CC1)CCCCC1=NN(C(=C1)O)C1=NC(=C(N=C1C)C)C (4-(1,2-dithiolan-3-yl)butyl)-1-(3,5,6-trimethylpyrazin-2-yl)-1H-pyrazol-5-ol